5-[6-chloro-3-[1-(3,6-dimethyl-2-morpholino-4-oxo-chromen-8-yl)ethylamino]-2-pyridyl]-2-(4,4,5,5-tetramethyl-1,3,2-dioxaborolan-2-yl)benzaldehyde ClC1=CC=C(C(=N1)C=1C=CC(=C(C=O)C1)B1OC(C(O1)(C)C)(C)C)NC(C)C=1C=C(C=C2C(C(=C(OC12)N1CCOCC1)C)=O)C